2-(1-isopropyl-pyrrolo[2,3-b]pyridin-5-yl)-4-(o-tolyl)thiazole C(C)(C)N1C=CC=2C1=NC=C(C2)C=2SC=C(N2)C2=C(C=CC=C2)C